3-amino-1-(2-bromo-5-(cyclohexylmethoxy)phenyl)propan-1-ol NCCC(O)C1=C(C=CC(=C1)OCC1CCCCC1)Br